3,8-diaza-6-thiabicyclo[3.2.1]octane-8-carboxylate C12CNCC(SC1)N2C(=O)[O-]